FC(OC1=CC=C2C(CC=3C(=NOC3C2=C1)N)(C)C)F 8-(difluoromethoxy)-5,5-dimethyl-4,5-dihydronaphtho[2,1-d]isoxazol-3-amine